(S)-6-(1-(1-(4-amino-3-methoxybenzoyl)pyrrolidin-3-yl)-1H-pyrazol-4-yl)-4-methoxypyrazolo[1,5-a]pyridine-3-carbonitrile NC1=C(C=C(C(=O)N2C[C@H](CC2)N2N=CC(=C2)C=2C=C(C=3N(C2)N=CC3C#N)OC)C=C1)OC